COC=1C=C2CCN(CC2=CC1NC1=NC=C2C(=N1)N(N=C2)C2CCC(CC2)C(=O)O)C (1s,4s)-4-(6-((6-methoxy-2-methyl-1,2,3,4-tetrahydroisoquinolin-7-yl)amino)-1H-pyrazolo[3,4-d]pyrimidin-1-yl)cyclohexane-1-carboxylic acid